N-[2-(4-formylcyclohexyl)-6-(1-hydroxyl-methyl-ethyl)indazol-5-yl]-6-(trifluoromethyl)pyridine-2-carboxamide C(=O)C1CCC(CC1)N1N=C2C=C(C(=CC2=C1)NC(=O)C1=NC(=CC=C1)C(F)(F)F)C(C)(O)C